racemic-[(3R,4R)-1-cyclohexyl-3-(1-pyridin-2-yl-cyclopropylcarbamoyl)-piperidin-4-yl]-carbamic acid tert-butyl ester C(C)(C)(C)OC(N[C@H]1[C@@H](CN(CC1)C1CCCCC1)C(NC1(CC1)C1=NC=CC=C1)=O)=O |r|